COC1=CC=C(C=C1)CC(C)O 4-methoxyphenylpropan-2-ol